[Si]=O silicon(II) monoxide